C(C)C(CC)N1N=CC=2N=C(N=C(C21)NCC=2C=NC1=CC=CC=C1C2)N2CCNCC2 4-{1-(1-Ethyl-propyl)-7-[(Chinolin-3-ylmethyl)-amino]-1H-pyrazolo[4,3-d]pyrimidin-5-yl}-piperazin